2-(4-acetylphenyl)-7,7-dimethyl-10-(2-morpholinoethoxy)-5,12b-dihydro-1H,7H-chromeno[4,3-c][1,2,4]triazolo[1,2-a]pyridazine-1,3(2H)-dione formate C(=O)O.C(C)(=O)C1=CC=C(C=C1)N1C(N2N(CC=C3C2C=2C=CC(=CC2OC3(C)C)OCCN3CCOCC3)C1=O)=O